C(C)S(=O)(=O)C=1C=C(C=NC1C1=NC2=C(N=NC(=C2)C(C(F)(F)F)(F)F)N1C)NC(OC(C)(C)C)=O tert-butyl N-[5-(ethanesulfonyl)-6-[7-methyl-3-(1,1,2,2,2-pentafluoroethyl)-7H-imidazo[4,5-c]pyridazin-6-yl]pyridin-3-yl]carbamate